tert-butyl 3-((benzoyloxy)methyl)-1-oxa-8-azaspiro[4.5]decane-8-carboxylate C(C1=CC=CC=C1)(=O)OCC1COC2(C1)CCN(CC2)C(=O)OC(C)(C)C